1,1-Dimethylpiperidin-1-ium-4-carboxylic acid iodine [I+].C[N+]1(CCC(CC1)C(=O)O)C